N[C@@H](CCCCN)C(=O)N[C@@H](CC(O)=O)C(=O)N[C@@H](CC1=CNC2=CC=CC=C12)C(=O)O L-lysyl-L-alpha-aspartyl-L-tryptophan